7-bromo-3-chloro-N-(2-fluoro-2-methyl-propyl)-8,9-dihydro-7H-cyclopenta[h]isoquinoline-5-sulfonamide BrC1CCC2=C1C=C(C=1C=C(N=CC21)Cl)S(=O)(=O)NCC(C)(C)F